6-(4-propylpiperazine-1-carbonyl)-[1,1'-biphenyl] C(CC)N1CCN(CC1)C(=O)C1=CC=CC=C1C1=CC=CC=C1